CC=1N=C(SC1C)NC(=O)C1=C(C=CC=C1)NC(C(=O)O)CCCCCCCC=O ((2-((4,5-dimethylthiazol-2-yl)carbamoyl)phenyl)amino)-10-oxodecanoic acid